P(=O)(O)(O)[O-].[K+] potassium (dihydrogen) phosphate